tetrabromotetrahydroxyperylene BrC=1C(=C2C3=C(C(=C(C4=C(C(=C(C(C=5C=CC=C(C1)C25)=C43)O)O)O)O)Br)Br)Br